C(C)(C)(CC)OC(C)(C)CC tertiary amyl ether